FC1=C(N(C2=C1C=1C=NN(C1C=C2)S(=O)(=O)C2=CC=CC=C2)CC2=CC=C(CCNC1CC1)C=C2)C2=C(C=CC=C2)C N-(4-((8-fluoro-3-(benzenesulfonyl)-7-(o-tolyl)pyrrolo[3,2-e]indazol-6(3H)-yl)methyl)phenethyl)cyclopropylamine